C(C)(=O)NC(C(=O)N)CC(=O)C1=C(C=CC=C1)N 2-acetamido-4-(2-aminophenyl)-4-oxobutanamide